(3-{[2-(4-chlorophenyl)imidazo[1,2-a]pyridin-3-yl]methyl}-3,8-diazabicyclo[3.2.1]oct-8-yl)-(3-methoxyphenyl)methanone ClC1=CC=C(C=C1)C=1N=C2N(C=CC=C2)C1CN1CC2CCC(C1)N2C(=O)C2=CC(=CC=C2)OC